C(#N)C1=C(OC2=CC=C3N=CC(=NC3=C2)[C@@H]2COC3(C2)CCN(CC3)C(=O)OC(C)(C)C)C(=CC=C1F)F tert-butyl (3R)-3-[7-(2-cyano-3,6-difluoro-phenoxy)quinoxalin-2-yl]-1-oxa-8-azaspiro[4.5]decane-8-carboxylate